(2r,3r,4r,5r)-5-(4-chloro-7H-pyrrolo[2,3-d]pyrimidin-7-yl)-2-(hydroxymethyl)-3-methyltetrahydrofuran-3,4-diyldiacetate ClC=1C2=C(N=CN1)N(C=C2)[C@H]2[C@@H]([C@]([C@@H](O2)CO)(CC(=O)[O-])C)CC(=O)[O-]